C1(CCCC1)NC(=O)C1=CC=C2C(N(C=3N(C2=C1)C(NN3)=S)C)=O N-Cyclopentyl-4-methyl-5-oxo-1-thioxo-1,2,4,5-tetrahydro-[1,2,4]triazolo[4,3-a]quinazoline-8-carboxamide